1-Methylethylidene-α-D-xylofuranose CC(C)=C([C@@H]1[C@@H]([C@H]([C@@H](O)O1)O)O)O